C1(CC1)CN1N=C(C=C1)NC(=O)C=1C(=CC=2N(C1)C=C(N2)C2CCOCC2)OC N-(1-(cyclopropylmethyl)-1H-pyrazol-3-yl)-7-methoxy-2-(tetrahydro-2H-pyran-4-yl)imidazo[1,2-a]pyridine-6-carboxamide